COC=1C=C(C=C(C1)OC)NC(CSC=1NC=C(N1)C(=O)OCC)=O ethyl 2-((2-((3,5-dimethoxyphenyl) amino)-2-oxoethyl) thio)-1H-imidazole-4-carboxylate